N1C(=CC=C1)C1=CC=C(C=C1)NC(=O)C=1C=NN2C1N=C(C=C2C)C N-(4-(1H-Pyrrol-2-Yl)Phenyl)-5,7-Dimethylpyrazolo[1,5-A]Pyrimidine-3-Carboxamide